C1(CC1)N(C=1N=CC(=NC1)C1=C(C=C(C(=C1)F)C1=CC(=NC=C1)OC)O)[C@@H]1[C@@H]([C@H]2CC[C@@H](C1)N2)F 2-(5-(cyclopropyl((1R,2R,3S,5S)-2-fluoro-8-azabicyclo[3.2.1]octan-3-yl)amino)pyrazin-2-yl)-4-fluoro-5-(2-methoxypyridin-4-yl)phenol